O1CCC(CC1)C1=CNC=2N=CN=C(C21)NC2CCC(CC2)N N4-(5-tetrahydropyran-4-yl-7H-pyrrolo[2,3-d]pyrimidin-4-yl)cyclohexane-1,4-diamine